N1(CCC1)[C@H](COC)C=1NC(=NN1)C=1N(C2=C(C(=C(C=C2C1N1C=NC=C1)OC)Cl)F)C (S)-2-(5-(1-(azetidin-1-yl)-2-methoxyethyl)-4H-1,2,4-triazol-3-yl)-6-chloro-7-fluoro-3-(1H-imidazol-1-yl)-5-methoxy-1-methyl-1H-indole